FC1(CC(CCC1)N)F 3,3-difluorocyclohexylamine